ClC=1C=CC2=C(N=C(S2)C2CCN(CC2)C)C1 5-Chloro-2-(1-methylpiperidin-4-yl)benzo[d]thiazole